N=1N(N=C2C1C=CC=C2)C2(C(C=CC=C2)O)CC(C)C 2-(2H-benzotriazol-2-yl)-2-(2-methylpropyl)phenol